N-[5-[(E)-3-(dimethylamino)prop-2-enoyl]-2-pyridyl]-2,2,3,3-tetramethyl-cyclopropanecarboxamide CN(/C=C/C(=O)C=1C=CC(=NC1)NC(=O)C1C(C1(C)C)(C)C)C